2-(((4-(3-(((3-chloropropoxy)carbonyl)oxy) phenyl)cyclohexyl)oxy)methyl)-3-((N,N-dimethylsulfamoyl)(4-methoxybenzyl)amino)-5-methylpyrrolidine-1-carboxylate ClCCCOC(=O)OC=1C=C(C=CC1)C1CCC(CC1)OCC1N(C(CC1N(CC1=CC=C(C=C1)OC)S(N(C)C)(=O)=O)C)C(=O)[O-]